tert-butyl (2R,6S)-4-(2-methoxy-8-((2-methyl-7-(pyrimidin-4-yloxy)-2H-indazol-5-yl)carbamoyl)quinazolin-5-yl)-2,6-dimethylpiperazine-1-carboxylate COC1=NC2=C(C=CC(=C2C=N1)N1C[C@H](N([C@H](C1)C)C(=O)OC(C)(C)C)C)C(NC1=CC2=CN(N=C2C(=C1)OC1=NC=NC=C1)C)=O